C(C)(C)(C)OC(NCCN1C(=NC(=C1C(C)=O)C=1C(=NC=CC1)OC(F)F)C)=O (2-(5-Acetyl-4-(2-(difluoromethoxy)pyridin-3-yl)-2-methyl-1H-imidazol-1-yl)ethyl)carbamic acid tert-butyl ester